6-(4-amino-2-fluoro-3-methylphenyl)-7-bromo-5-(3-fluoro-4-((4-methylpyrimidin-2-yl)oxy)phenyl)-5H-pyrrolo[3,2-d]pyrimidin-4-amine NC1=C(C(=C(C=C1)C1=C(C=2N=CN=C(C2N1C1=CC(=C(C=C1)OC1=NC=CC(=N1)C)F)N)Br)F)C